4-{2-amino-4-[3-(6-cyclopropyl-8-fluoro-1-oxoisoquinolin-2(1H)-yl)-2-(hydroxymethyl)phenyl]-7H-pyrrolo[2,3-d]pyrimidin-6-yl}-N,N-dimethyl-5,6-dihydropyridine-1(2H)-carboxamide NC=1N=C(C2=C(N1)NC(=C2)C2=CCN(CC2)C(=O)N(C)C)C2=C(C(=CC=C2)N2C(C1=C(C=C(C=C1C=C2)C2CC2)F)=O)CO